N2-Acetylornithine C(C)(=O)N[C@@H](CCCN)C(=O)O